tert-butyl 4-[4-[6-[2-cyano-6-fluoro-3-[[(3R)-3-fluoropyrrolidin-1-yl] sulfonylamino]phenoxy]-4-oxo-quinazolin-3-yl]phenyl]piperazine-1-carboxylate C(#N)C1=C(OC=2C=C3C(N(C=NC3=CC2)C2=CC=C(C=C2)N2CCN(CC2)C(=O)OC(C)(C)C)=O)C(=CC=C1NS(=O)(=O)N1C[C@@H](CC1)F)F